tert-butyl (1-(4-butyl-5-chloro-2-methoxyphenyl)butan-2-yl)carbamate C(CCC)C1=CC(=C(C=C1Cl)CC(CC)NC(OC(C)(C)C)=O)OC